(3-methoxy-4-((6-((1,2,3,4-tetrahydroacridin-9-yl)amino)hexyl)oxy)benzyl)heptanamide COC=1C=C(CC(C(=O)N)CCCCC)C=CC1OCCCCCCNC=1C2=CC=CC=C2N=C2CCCCC12